ClC1=NC(=C2N(C(N(C2=N1)C1CCN(CC1)C(=O)OC(C)(C)C)=O)C1=CC=C(C=C1)C(=O)OC)C 2-Methyl-2-propanyl 4-{2-chloro-7-[4-(methoxycarbonyl)phenyl]-6-methyl-8-oxo-7,8-dihydro-9H-purin-9-yl}-1-Piperidinecarboxylate